BrC1=CC=C(OCC(CO[Si](C2=CC=CC=C2)(C2=CC=CC=C2)C(C)(C)C)O)C=C1 1-(4-bromophenoxy)-3-((tert-butyldiphenylsilyl)oxy)propan-2-ol